ClC1=CC(=C(C(=C1)F)NC=1N(C2=NC(=NC=C2N1)NC1CCC1)C1CCC(CC1)(C(=O)N)C)F (1s,4s)-4-(8-(4-chloro-2,6-difluorophenylamino)-2-(cyclobutylamino)-9H-purin-9-yl)-1-methylcyclohexanecarboxamide